tert-butyl (3S)-3-[(6-{4-[(3-chloro-5-methanesulfonamidophenyl)carbamoyl]-1-methylpyrrol-2-yl}-5-fluoropyridin-3-yl)oxy]pyrrolidine-1-carboxylate ClC=1C=C(C=C(C1)NS(=O)(=O)C)NC(=O)C=1C=C(N(C1)C)C1=C(C=C(C=N1)O[C@@H]1CN(CC1)C(=O)OC(C)(C)C)F